4-(4-Hexyloxybenzoyloxy)benzoat C(CCCCC)OC1=CC=C(C(=O)OC2=CC=C(C(=O)[O-])C=C2)C=C1